ON1C(NC2=C(C=CC=C2C1=O)S(=O)(=O)C=1C=C(C=CC1)NC(OC)=O)=O methyl (3-((3-hydroxy-2,4-dioxo-1,2,3,4-tetrahydroquinazolin-8-yl)sulfonyl)phenyl)carbamate